Benzyl 3-bromo-2-(hydroxymethyl)-6,7-dihydropyrazolo[1,5-a]pyrazine-5(4H)-carboxylate BrC=1C(=NN2C1CN(CC2)C(=O)OCC2=CC=CC=C2)CO